3-cyclopropyl-1-(7-fluoro-3-(tetrahydro-2H-pyran-4-yl)isoquinolin-8-yl)-N-methyl-5,6-dihydroimidazo[1,5-a]pyrazine-7(8H)-carboxamide C1(CC1)C1=NC(=C2N1CCN(C2)C(=O)NC)C=2C(=CC=C1C=C(N=CC21)C2CCOCC2)F